C(C)(C)(C)N(C(O)=O)CCC1=CC2=C(OCCO2)C(=C1)F.N1=CC(=CC=C1)CC(=O)Cl 3-pyridineacetyl chloride tert-butyl-(2-(8-fluoro-2,3-dihydrobenzo[b][1,4]dioxin-6-yl)ethyl)carbamate